C(CCCCCC)OCOCCCC(CC(CC(CC(CC(C)Br)C)C)C)C 12-bromo-4,6,8,10-tetramethyltridecyl heptyloxymethyl ether